2-(2-((3'-(aminomethyl)-5-(7-azaspiro[3.5]nonan-7-yl)-[1,1'-biphenyl]-3-yl)methoxy)phenyl)acetic acid NCC=1C=C(C=CC1)C1=CC(=CC(=C1)N1CCC2(CCC2)CC1)COC1=C(C=CC=C1)CC(=O)O